(2s,4s)-2-(4-(4-(methylsulfanyl)phenyl)piperidine-1-carbonyl)-7-oxa-5-azaspiro[3.4]octan-6-one CSC1=CC=C(C=C1)C1CCN(CC1)C(=O)C1CC2(C1)NC(OC2)=O